N[C@@H]1[C@H](C[C@@](O[C@H]1[C@@H]([C@@H](CNC(CC1=CC=C(C=C1)Cl)=O)O)O)(C(=O)OC)OCC1=CC=CC=C1)O methyl (2R,4S,5R,6R)-5-amino-2-(benzyloxy)-6-((1R,2R)-3-(2-(4-chlorophenyl)acetamido)-1,2-dihydroxypropyl)-4-hydroxytetrahydro-2H-pyran-2-carboxylate